[Ru+2].ClC1(CCC(CC1)P(C1CCCCC1)(C1CCCCC1)=CC1=C(C=CC=C1)OC(C)C)Cl dichloro(o-isopropoxybenzylidene)(tricyclohexylphosphorus) ruthenium (II)